5-(2-azidoethyl)-2-methoxy-3-(trifluoromethyl)pyridine N(=[N+]=[N-])CCC=1C=C(C(=NC1)OC)C(F)(F)F